5-(((2'-chloro-[1,1'-biphenyl]-4-yl)methyl)thio)-1H-1,2,3-triazole-4-carboxylic acid ClC1=C(C=CC=C1)C1=CC=C(C=C1)CSC1=C(N=NN1)C(=O)O